FC1(CCC2=C1N=C(N=C2O)SC)F 7,7-difluoro-2-(methylsulfanyl)-6,7-dihydro-5H-cyclopenta[d]pyrimidin-4-ol